BrC1=CC=CC=2C=3N(C(=NC12)[C@@](N)(C)C(=O)NCCN1CCN(CC1)C)N=C(N3)C3=CC=C(C=C3)OC 2-[7-bromo-2-(4-methoxyphenyl)[1,2,4]triazolo[1,5-c]quinazolin-5-yl]-N-[2-(4-methylpiperazin-1-yl)ethyl]-D-alaninamide